ClC1=C(C=CC(=C1C=1N=CC=2N(C1)C=NC2C=2N(C=CN2)COCC[Si](C)(C)C)F)C2=C(C(=NC=C2F)OC)S(=O)(=O)N 2-chloro-4-fluoro-3-[1-(1-[[2-(trimethylsilyl)ethoxy]methyl]imidazol-2-yl)imidazo[1,5-a]pyrazin-6-yl]phenyl-5-fluoro-2-methoxypyridine-3-sulfonamide